O1C(CCCC1)N1N=CC(=C1)C1CC12N(CCCC2)C(=O)N 1-(oxan-2-yl)pyrazol-4-yl-4-azaspiro[2.5]octane-4-carboxamide